N-(1-(1H-pyrazol-5-yl)ethyl)-8-(4,4-difluorocyclohex-1-en-1-yl)quinoline-3-carboxamide N1N=CC=C1C(C)NC(=O)C=1C=NC2=C(C=CC=C2C1)C1=CCC(CC1)(F)F